(E)-4-chloro-5-formyl-3-(hydroxymethylene)-1,1-dimethyl-1,2,3,6-tetrahydropyridinium ClC=1/C(/C[N+](CC1C=O)(C)C)=C/O